F[C@@H]1CC2=CC(CN2C1)F (2r,7ar)-2,6-difluoro-tetrahydro-1H-pyrrolizin